7-(1H-pyrazol-4-yl)-1-(2-(tetrahydro-2H-pyran-4-yl)ethyl)-3,4-dihydropyrazino[2,3-b]pyrazin-2(1H)-one N1N=CC(=C1)C1=CN=C2C(=N1)N(C(CN2)=O)CCC2CCOCC2